BrCCCCCC(=O)N[C@H](C(=O)N1[C@@H](C[C@H](C1)O)C(=O)N[C@@H](C)C1=CC=C(C=C1)C1=C(N=CS1)C)C(C)(C)C (2S,4R)-1-[(2S)-2-(6-bromohexanoylamino)-3,3-dimethyl-butanoyl]-4-hydroxy-N-[(1S)-1-[4-(4-methylthiazol-5-yl)phenyl]ethyl]pyrrolidine-2-carboxamide